C1(CCCC1)NC(=O)C1=NC(=NC=C1)N1CC2=NN(C=C2C1)CC1=CC=C(C=C1)F N-Cyclopentyl-2-(2-(4-fluorobenzyl)-2,6-dihydropyrrolo[3,4-c]pyrazol-5(4H)-yl)pyrimidine-4-carboxamide